2-[(4Z)-oct-4-en-1-yloxy]dodecane-1-ol C(CC\C=C/CCC)OC(CO)CCCCCCCCCC